N-(2-methyl-2H-tetrazol-5-yl)acetamide CC(=O)NC1=NN(N=N1)C